1-(5-methyl-3,6,7,8-tetrahydrocyclopenta[d]pyrrolo[3,4-b]pyridin-2(1H)-yl)-2-(1-(5-(trifluoromethyl)pyrimidin-2-yl)azetidin-3-yl)ethan-1-one CC1=C2C(=C3C(=N1)CN(C3)C(CC3CN(C3)C3=NC=C(C=N3)C(F)(F)F)=O)CCC2